N-(3-((2-(pyridin-4-yl)imidazo[1,2-a]pyrazin-3-yl)amino)phenyl)acetamide N1=CC=C(C=C1)C=1N=C2N(C=CN=C2)C1NC=1C=C(C=CC1)NC(C)=O